NCCCCC(=O)N1C2=C(C#CC3=C(C1)C=CC=C3)C=CC=C2 5-amino-1-(11,12-didehydrodibenz[b,f]azocin-5(6H)-yl)-1-pentanone